N-(1-benzyl-3-chloro-1-methyl-but-3-enyl)-8-fluoro-quinoline C(C1=CC=CC=C1)C(CC(=C)Cl)(C)N1CC=CC2=CC=CC(=C12)F